C(C)(C)(C)N1CC(C1)(C)OC1=CC=C(C=C1)F tert-butyl-3-(4-fluorophenoxy)-3-methylazetidine